C(C)N1N=CC=C1C1(NC(NC1=O)=O)CNC(=O)C=1C(=CC=CC1)C1=CC=C(C=C1)C(F)(F)F N-{[4-(1-ethyl-1H-pyrazol-5-yl)-2,5-dioxoimidazolidin-4-yl]methyl}-4'-(trifluoromethyl)[biphenyl]-2-carboxamide